2-(3-cyano-2-methyl-phenyl)-3-(2,6-dimethyl-4-pyridinyl)-N-(2-hydroxy-2-methyl-propyl)pyrazolo[1,5-a]pyrimidine-5-carboxamide C(#N)C=1C(=C(C=CC1)C1=NN2C(N=C(C=C2)C(=O)NCC(C)(C)O)=C1C1=CC(=NC(=C1)C)C)C